3-(4-(10-hydroxydec-1-yn-1-yl)-1-oxoisoindolin-2-yl)piperidine OCCCCCCCCC#CC1=C2CN(C(C2=CC=C1)=O)C1CNCCC1